(2-oxo-1,3-dioxolan-4-yl)acetic acid methyl ester COC(CC1OC(OC1)=O)=O